C(C)(C)(CCC)[Sn](OC(C)(C)C)(OC(C)(C)C)OC(C)(C)C t-hexyl-tri(t-butoxy)tin